FC=1C(=C(OC2=NC=C(C(=C2C=2NC3=CC=NC(=C3C(C2)=O)C2=CC=NN2)C)C(F)(F)F)C=CC1F)C 2-(2-(3,4-Difluoro-2-methylphenoxy)-4-methyl-5-(trifluoromethyl)pyridin-3-yl)-5-(1H-pyrazol-5-yl)-1,6-naphthyridin-4(1H)-one